2-(7-((2S,5R)-2,5-dimethyl-4-(1-(quinoxalin-6-yl)ethyl)piperazin-1-yl)-5-oxo-4,5-dihydro-2H-pyrazolo[4,3-b]pyridin-2-yl)acetonitrile C[C@@H]1N(C[C@H](N(C1)C(C)C=1C=C2N=CC=NC2=CC1)C)C=1C=2C(NC(C1)=O)=CN(N2)CC#N